borane Chloride [Cl-].B